N-(1-Cyanocyclopropyl)-9-(5-(difluoromethyl)-1,3,4-thiadiazol-2-yl)-4-(piperazin-1-yl)-9H-pyrimido[4,5-b]indole-7-sulfonamide C(#N)C1(CC1)NS(=O)(=O)C1=CC=C2C3=C(N(C2=C1)C=1SC(=NN1)C(F)F)N=CN=C3N3CCNCC3